O=C1N(CCC(N1)=O)C1=CC=C(C=C1)CCC=O 3-[4-(2,4-dioxohexahydropyrimidin-1-yl)phenyl]propanal